2-[[4-(5-benzyloxy-6-fluoro-2-pyridyl)-5-(4-methoxyphenyl)pyrazol-1-yl]methoxy]ethyl-trimethyl-silane C(C1=CC=CC=C1)OC=1C=CC(=NC1F)C=1C=NN(C1C1=CC=C(C=C1)OC)COCC[Si](C)(C)C